C(C)(C)(C)N1N=C(N=C1)C1=C(C=C(C=C1)C(=O)N1CCN(CC1)C=1OC=2C(=NC(=CC2)C)N1)C [4-(1-tert-Butyl-1,2,4-triazol-3-yl)-3-methylphenyl]-[4-(5-methyloxazolo[4,5-b]pyridin-2-yl)piperazin-1-yl]methanon